F.CN(CCO)C dimethylethanolamine hydrofluoride salt